ClC1=C(C2=C(NC(C(=C2O)C2=CC=CC=C2)=O)S1)C=1C=C2CCCC2=CC1 2-chloro-4-hydroxy-3-indan-5-yl-5-phenyl-7H-thieno[2,3-b]pyridin-6-one